Cl.N[C@H](C)C=1C=C(N)C=C(C1C)C(F)(F)F (R)-3-(1-aminoethyl)-4-methyl-5-(trifluoromethyl)aniline hydrochloride